C(C)(=O)N1CCC(CC1)OC1=CC=C(C=C1)NC1=NC2=C(C=CC=C2C=N1)C=1C=C(C=CC1)NC(C=C)=O N-(3-(2-((4-((1-acetylpiperidin-4-yl)oxy)phenyl)amino)quinazolin-8-yl)phenyl)acrylamide